C(CC)OCNC([O-])=O propyloxymethylcarbamate